tert-butyl (s)-2-((2-((s)-2,6-dioxopiperidin-3-yl)-1,3-dioxoisoindolin-4-yl)oxy)propanoate O=C1NC(CC[C@@H]1N1C(C2=CC=CC(=C2C1=O)O[C@H](C(=O)OC(C)(C)C)C)=O)=O